(2S)-3-((2-aminopyridin-3-yl)oxy)-2-(((tert-butoxy)carbonyl)amino)propanoic acid NC1=NC=CC=C1OC[C@@H](C(=O)O)NC(=O)OC(C)(C)C